(S)-4-((3-(3-cyano-1-((tetrahydro-2H-pyran-2-yl)methyl)-1H-pyrazol-4-yl)-2-methoxyphenyl)amino)-6-(cyclopropanecarboxamido)pyridazine-3-carboxamide C(#N)C1=NN(C=C1C=1C(=C(C=CC1)NC1=C(N=NC(=C1)NC(=O)C1CC1)C(=O)N)OC)C[C@H]1OCCCC1